C1(CC1)CCCCN 4-cyclopropylbutan-1-amine